C(C1=CC=CC=C1)N(CCC(=O)O)C(NC1=CC=C(C=C1)C#N)=O 3-{benzyl-[(4-cyanophenyl)carbamoyl]amino}propanoic acid